COC(C(=CC1=NC=CC=C1)C)=O 2-methyl-3-(pyridin-2-yl)acrylic acid methyl ester